N1(CCNCC1)C=1SC2=C(N1)C=CC(=C2)C(=O)N2CCCC2 (2-(piperazin-1-yl)-benzo[d]thiazol-6-yl)-(pyrrolidin-1-yl)meth-anone